N-(1-(ethyl-d5)-7-(methoxy-d3)-1H-pyrrolo[3,2-c]pyridin-6-yl)-1,1-diphenylmethanimine C(C([2H])([2H])[2H])(N1C=CC=2C=NC(=C(C21)OC([2H])([2H])[2H])N=C(C2=CC=CC=C2)C2=CC=CC=C2)([2H])[2H]